(1-(2-fluoro-5-methylbenzyl)cyclobutyl)methanamine FC1=C(CC2(CCC2)CN)C=C(C=C1)C